bromo-4-(1,1-difluoroallyl)benzene BrC1=CC=C(C=C1)C(C=C)(F)F